[O-2].P(=O)(=O)[Mn+2] phosphomanganese oxide